(E)-N'-(2-chlorobenzylidene)-6-(4-methoxyphenyl)pyrazine-2-carbohydrazide ClC1=C(\C=N\NC(=O)C2=NC(=CN=C2)C2=CC=C(C=C2)OC)C=CC=C1